C(C)OC=1C=C(C=CC1C=1NC(C2=C(N1)NN=N2)=O)C2=CC(=CC=C2)S(=O)(=O)N 3'-Ethoxy-4'-(7-oxo-6,7-dihydro-3H-[1,2,3]triazolo[4,5-d]pyrimidin-5-yl)-[1,1'-biphenyl]-3-sulfonamide